FC(C(C=C(C=1SC=CC1)O)=O)(F)F 1,1,1-trifluoro-4-hydroxy-4-(2-thienyl)-3-buten-2-one